CN(CCCNC(C(CN)C)(C)C)C N-[3-(dimethylamino)propyl]-trimethyl-1,3-propanediamine